N-((2-(2-(aminomethyl)phenyl)thiazol-5-yl)methyl)-11-oxo-10,11-dihydrodibenzo[b,f][1,4]thiazepine-8-carboxamide 5,5-dioxide hydrochloride Cl.NCC1=C(C=CC=C1)C=1SC(=CN1)CNC(=O)C1=CC2=C(S(C3=C(C(N2)=O)C=CC=C3)(=O)=O)C=C1